10-(carboxymethyl-aminocarbonyl)-3,7-bis(dimethylamino)phenothiazine sodium salt [Na+].C(=O)([O-])CNC(=O)N1C2=CC=C(C=C2SC=2C=C(C=CC12)N(C)C)N(C)C